C(C)(=O)NC=1C=CC(=NC1F)C1=C(N(N=N1)C)NC([O-])=O N-[5-(5-acetamido-6-fluoro-2-pyridyl)-3-Methyl-triazol-4-yl]Carbamate